[Cl-].C(CCCCCCCCCCCCCCC)[N+](CCO)(C)C hexadecyldimethyl-(2-hydroxy)ethyl-ammonium chloride